(P)-1-(5-Chloro-4-(3-hydroxy-3-(trifluoromethyl)cyclobutyl)-2-methoxyphenyl)-N-(isoxazol-3-yl)-N-(4-methoxybenzyl)-2-oxo-1,2-dihydroquinoline-6-sulfonamide ClC=1C(=CC(=C(C1)N1C(C=CC2=CC(=CC=C12)S(=O)(=O)N(CC1=CC=C(C=C1)OC)C1=NOC=C1)=O)OC)C1CC(C1)(C(F)(F)F)O